1-(4-(trifluoromethyl)benzyl)-1H-indazole-7-carboxylic acid FC(C1=CC=C(CN2N=CC3=CC=CC(=C23)C(=O)O)C=C1)(F)F